COC1=CC=C(CN2C=3C(C4=CC=CC=C24)=CC=2N(C3)N=NC2)C=C1 9-(4-methoxybenzyl)-9H-[1,2,3]Triazolo[1',5':1,6]Pyrido[3,4-b]Indole